rac-(1R,2R,4S,5S)-5-((2-amino-7-(1H-pyrazol-5-yl)quinazolin-4-yl)amino)bicyclo[2.2.1]heptan-2-ol NC1=NC2=CC(=CC=C2C(=N1)N[C@@H]1[C@@H]2C[C@H]([C@@H](C1)C2)O)C2=CC=NN2 |r|